OC(=O)C(F)(F)F.C(CC)(=O)O propanoate TFA salt